6-(5,6-Dichloro-4-fluoropyridin-2-yl)-N2,N4-bis((R)-1,1,1-trifluoropropan-2-yl)-1,3,5-triazine-2,4-diamine ClC=1C(=CC(=NC1Cl)C1=NC(=NC(=N1)N[C@@H](C(F)(F)F)C)N[C@@H](C(F)(F)F)C)F